Tert-butyl (2-(5-fluoronaphthalen-1-yl)ethyl)carbamate FC1=C2C=CC=C(C2=CC=C1)CCNC(OC(C)(C)C)=O